3-bromo-4-chloro-N-[(1S,2S)-2-hydroxycyclohexyl]benzamide BrC=1C=C(C(=O)N[C@@H]2[C@H](CCCC2)O)C=CC1Cl